ClC1=C(C(=CC=C1Cl)OCOCC[Si](C)(C)C)[C@H]1CC(N([C@@H]1C)C[C@@H]1OC(OC1)(C)C)=O |o1:17,21,24| (4R,5R)-rel-4-(2,3-dichloro-6-[[2-(trimethylsilyl)ethoxy]methoxy]phenyl)-1-[[(4S)-2,2-dimethyl-1,3-dioxolan-4-yl]methyl]-5-methylpyrrolidin-2-one